NC1=[N+](C(=C(C(=[N+]1[O-])N)[N+](=O)[O-])N)[O-] 2,4,6-triamino-5-nitropyrimidine-1,3-dioxide